2-azabicyclo-[2.2.2]octane C12NCC(CC1)CC2